NN1C(=NC(=C1C(=O)N)C1=CC=C(C=C1)C(NC1=NC=CC(=C1)CC)=O)[C@H]1N(CCC1)C(C#CC)=O (S)-1-amino-2-(1-(but-2-ynoyl)pyrrolidin-2-yl)-4-(4-((4-ethylpyridin-2-yl)carbamoyl)phenyl)-1H-imidazole-5-carboxamide